tert-butyl (1-(2-((2-(2,6-dioxopiperidin-3-yl)-1,3-dioxoisoindolin-4-yl)oxy)acetyl)piperidin-4-yl)carbamate O=C1NC(CCC1N1C(C2=CC=CC(=C2C1=O)OCC(=O)N1CCC(CC1)NC(OC(C)(C)C)=O)=O)=O